5-(3,5-difluoro-benzyl)-2-fluoro-benzonitrile FC=1C=C(CC=2C=CC(=C(C#N)C2)F)C=C(C1)F